C1=CC=C(C=C1)[C@H](C(=O)O)N D-(-)-phenylglycine